3-(2-(((1,1,1,3,3,3-Hexafluoropropan-2-yl)oxy)carbonyl)benzoyl)-1,5-dimethyl-1H-indazole 2-oxide FC(C(C(F)(F)F)OC(=O)C1=C(C(=O)C2=[N+](N(C3=CC=C(C=C23)C)C)[O-])C=CC=C1)(F)F